COC(=O)C=1N=C(OC1C1=CNC2=CC=CC=C12)[C@H](CC1=CC=CC=C1)NC(=S)NC1=CC=C(C=C1)OC (S)-5-(1H-indol-3-yl)-2-(1-(3-(4-methoxyphenyl)thioureido)-2-phenylethyl)oxazole-4-carboxylic acid methyl ester